2-(2,3-difluorophenoxy)-6-fluoropyridine FC1=C(OC2=NC(=CC=C2)F)C=CC=C1F